2,5-dioctyloxyterephthalic acid dimethyl ester COC(C1=C(C=C(C(=O)OC)C(=C1)OCCCCCCCC)OCCCCCCCC)=O